5-Cyano-N-(4-fluoro-benzyl)-2-[4-(1H-pyrazolo[3,4-b]pyridin-5-yl)-benzylamino]-nicotinamide C(#N)C=1C=NC(=C(C(=O)NCC2=CC=C(C=C2)F)C1)NCC1=CC=C(C=C1)C=1C=C2C(=NC1)NN=C2